trans-4-(((trans-4-(4-Methoxy-3-methylphenyl)cyclohexyl)methyl)(3-(thiazol-2-ylethynyl)phenyl)carbamoyl)cyclohexyl methylcarbamate CNC(O[C@@H]1CC[C@H](CC1)C(N(C1=CC(=CC=C1)C#CC=1SC=CN1)C[C@@H]1CC[C@H](CC1)C1=CC(=C(C=C1)OC)C)=O)=O